(2'-(4,5-Dimethyl-1H-imidazol-2-yl)-3,4'-bipyridin-5-yl)(4-(1-methylpiperidin-4-yl)piperazin-1-yl)methanon CC=1N=C(NC1C)C1=NC=CC(=C1)C=1C=NC=C(C1)C(=O)N1CCN(CC1)C1CCN(CC1)C